C(C)(C)(C)N1N=NN=C1S(=O)(=O)C 1-Tert-butyl-5-(methylsulfonyl)-1H-tetrazole